(R)-6-(4-chlorophenyl)-N-(2,5-diaminopentyl)-1H-indole-2-carboxamide dihydrochloride Cl.Cl.ClC1=CC=C(C=C1)C1=CC=C2C=C(NC2=C1)C(=O)NC[C@@H](CCCN)N